1-ethyl-5-(trimethylstannyl)-1H-1,2,3-triazole C(C)N1N=NC=C1[Sn](C)(C)C